rac-(1R,2S)-2-tosylcyclopentane-1-carboxylic acid S(=O)(=O)(C1=CC=C(C)C=C1)[C@@H]1[C@H](CCC1)C(=O)O |r|